2-(7-Pentanoyl-2,7-diazaspiro[3.5]nonan-2-yl)benzonitrile C(CCCC)(=O)N1CCC2(CN(C2)C2=C(C#N)C=CC=C2)CC1